(1R,2S,5S)-3-((tert-Butoxycarbonyl)-L-isoleucyl)-6,6-dimethyl-3-azabicyclo[3.1.0]hexane-2-carboxylic acid methyl ester COC(=O)[C@@H]1[C@H]2C([C@H]2CN1C([C@@H](NC(=O)OC(C)(C)C)[C@@H](C)CC)=O)(C)C